NC1=CC=C(C=N1)C#CC1=CC=C2CN(C(C2=C1)=O)[C@@H](C(=O)NC=1SC=CN1)C1=CC(=CC=C1)F |r| (2RS)-2-[6-[2-(6-amino-3-pyridinyl)ethynyl]-1-oxo-isoindolin-2-yl]-2-(3-fluorophenyl)-N-thiazol-2-yl-acetamide